6-(4-isopropyl-3-(4-(1-(oxetan-3-yl)piperidin-4-yl)phenyl)-1H-pyrazol-5-yl)-8-methyl-[1,2,4]triazolo[1,5-a]pyridine C(C)(C)C=1C(=NNC1C=1C=C(C=2N(C1)N=CN2)C)C2=CC=C(C=C2)C2CCN(CC2)C2COC2